C1(CC1)C=1N=CN(C1)C1=CC2=C(C=C(O2)C(=O)O)C=C1 6-(4-cyclopropyl-1H-imidazol-1-yl)benzofuran-2-carboxylic acid